(R)-4-(1-(3-(difluoromethyl)-2-fluorophenyl)ethylamino)-N-ethyl-2-methyl-7-oxo-N-phenyl-7,8-dihydropyrido[2,3-d]pyrimidine-6-carboxamide FC(C=1C(=C(C=CC1)[C@@H](C)NC=1C2=C(N=C(N1)C)NC(C(=C2)C(=O)N(C2=CC=CC=C2)CC)=O)F)F